The molecule is a non-proteinogenic alpha-amino acid that is (2S)-2-aminobutanoic acid substituted by a (Z)-methyl-NNO-azoxy moiety at position 4. It is an antibiotic isolated from the culture broth of Bacillus cereus and exhibits antifungal activity. It has a role as an antimicrobial agent, an antifungal agent and a bacterial metabolite. It is an azoxy compound and a non-proteinogenic alpha-amino acid. CN=[N+](CC[C@@H](C(=O)O)N)[O-]